[Si](C)(C)(C(C)(C)C)O[C@H]1C[C@H](C2(CN(C2)C(=O)OCC2=CC=CC=C2)C1)N[S@](=O)C(C)(C)C benzyl (5R,7R)-7-((tert-butyldimethylsilyl) oxy)-5-(((R)-tert-butylsulfinyl) amino)-2-azaspiro[3.4]octane-2-carboxylate